ClC1=C(C(=CC=C1)NC1=NC(=NC=C1Cl)NC1=C(C=C(C(=C1)CC)N1CCC2(CC(C2)N(C)C)CC1)OC)P(C)(C)=O (2-Chloro-6-((5-chloro-2-((4-(2-(dimethylamino)-7-azaspiro[3.5]non-7-yl)-5-Ethyl-2-methoxyphenyl)amino)pyrimidin-4-yl)amino)phenyl)dimethylphosphine oxide